BrC1=CC=C(C=C1)C1CC(=NN1C=1SC=C(N1)C)C1=CC=C(C=C1)OC 2-(5-(4-bromophenyl)-3-(4-methoxyphenyl)-4,5-dihydro-1H-pyrazol-1-yl)-4-methylthiazole